1-PROPANSULFONAT C(CC)S(=O)(=O)[O-]